O.O.O.O.N(=NC(C(=N)NCCO)(C)C)C(C(=N)NCCO)(C)C 2,2'-azobis[2-methyl-N-(2-hydroxyethyl)propionamidine] tetrahydrate